CC(C)[C@@H]1O[C@@H](CNC1)CO [(2S,6S)-6-(propan-2-yl)morpholin-2-yl]methanol